ClC=1C=C(C(=C(CN2C[C@@H](N(CC2)C(=O)C2CCCC2)C)C1)C)NC=1OC2=C(N1)C=CC(=C2)F (S)-(4-(5-chloro-3-((6-fluorobenzo[d]oxazol-2-yl)amino)-2-methylbenzyl)-2-methylpiperazin-1-yl)(cyclopentyl)methanone